2-(3-oxomorpholino)acetate O=C1COCCN1CC(=O)[O-]